C(C)OC=1C=C(C=CC1C=1NC(C2=C(N1)NN=N2)=O)C2=CC(=CC=C2)O[C@@H](C(=O)O)C |r| (±)-2-((3'-Ethoxy-4'-(7-oxo-6,7-dihydro-3H-[1,2,3]triazolo[4,5-d]pyrimidin-5-yl)-[1,1'-biphenyl]-3-yl)oxy)propanoic Acid